ClC=1C(=NC=CC1C1=NC(=C(C=C1)CNC[C@H]1NC(CC1)=O)OC)C=1C(=C(C=CC1)NC(C1=NC=C(C=C1)CN1CC(C1)COC)=O)C (S)-N-(3-(3'-chloro-6-methoxy-5-((((5-oxopyrrolidin-2-yl)methyl)amino)methyl)-[2,4'-bipyridin]-2'-yl)-2-methylphenyl)-5-((3-(methoxymethyl)azetidin-1-yl)methyl)picolinamide